ClC1=CC=2N(C3=CC=CC=C3SC2C=C1)CCCN(C)C 3-(2-chloro-10H-phenothiazin-10-yl)-N,N-dimethylpropane-1-amine